ClCCCCOC1OCCCC1 2-(4-chlorobutoxy)tetrahydropyran